(S)-3-((6-(1H-imidazol-1-yl)pyridin-3-yl)oxy)-2-hydroxy-2-methylpropanoic acid tert-butyl ester C(C)(C)(C)OC([C@@](COC=1C=NC(=CC1)N1C=NC=C1)(C)O)=O